1-(cyclobutylmethyl)-3-methyl-N-((1r,4r)-4-(4-(2,2,2-trifluoroethyl)piperazin-1-yl)cyclohexyl)-1H-thieno[2,3-c]pyrazole-5-carboxamide C1(CCC1)CN1N=C(C2=C1SC(=C2)C(=O)NC2CCC(CC2)N2CCN(CC2)CC(F)(F)F)C